CC=1N(C(C2=C(N1)C(=NC(=C2)N2C[C@@H](OCC2)C=2C=NN(C2)C)C2=CC=C(C=C2)C)=O)C 2,3-dimethyl-6-[(2S)-2-(1-methylpyrazol-4-yl)morpholin-4-yl]-8-(p-tolyl)pyrido[3,4-d]pyrimidin-4-one